N-(4-(6-(3-(7-oxa-2-azaspiro[3.5]nonan-2-yl)propoxy)-7-methoxyquinazolin-4-yl)phenyl)-2-(4-(trifluoromethyl)phenyl)acetamide C1N(CC12CCOCC2)CCCOC=2C=C1C(=NC=NC1=CC2OC)C2=CC=C(C=C2)NC(CC2=CC=C(C=C2)C(F)(F)F)=O